FC(CN1CC(C1)C#CC1=CC2=C(N=C3N2[C@H]2C4=C(C(N([C@@H]3C2)C([2H])([2H])[2H])=O)C=CC=C4OC(F)F)C=C1)F (7R,14R)-11-((1-(2,2-difluoroethyl)azetidin-3-yl)ethynyl)-1-(difluoromethoxy)-6-(methyl-d3)-6,7-dihydro-7,14-methanobenzo[f]benzo[4,5]imidazo[1,2-a][1,4]diazocin-5(14H)-one